(R)-1-butyl-3-(3-chloro-4-fluorophenyl)-1-(1-(1-oxo-1,2-dihydroisoquinolin-4-yl)ethyl)urea C(CCC)N(C(=O)NC1=CC(=C(C=C1)F)Cl)[C@H](C)C1=CNC(C2=CC=CC=C12)=O